p-toluenesulfonamide sodium salt [Na+].CC1=CC=C(C=C1)S(=O)(=O)[NH-]